N-[(4-bromophenyl)methyl]glycine BrC1=CC=C(C=C1)CNCC(=O)O